n-docosanic acid C(CCCCCCCCCCCCCCCCCCCCC)(=O)O